C[C@@H]1O[C@@H](CN(C1)CC(=O)O)C (cis-2,6-dimethylmorpholino)acetic acid